[N+](=O)([O-])O[Bi]=O Bismuth oxynitrate